perfluorophenyl 2-(2-bromo-4-fluoro-5-methoxy-1H-indol-3-yl)acetate BrC=1NC2=CC=C(C(=C2C1CC(=O)OC1=C(C(=C(C(=C1F)F)F)F)F)F)OC